methylbenzyl-salicylic acid CC1=C(C(C(=O)O)=CC=C1)OCC1=CC=CC=C1